C(C1=CC=CC=C1)(=O)O[C@H]1[C@H]2[C@@H]([C@@H](\C=C/C[C@H](S[C@H]([C@@H]([C@H]1OC(C1=CC=CC=C1)=O)OC(C1=CC=CC=C1)=O)O2)C=O)C)N[S@](=O)C(C)(C)C (1R,3S,7R,8R,9R,10S,11S,12R,Z)-8-(((R)-tert-butylsulfinyl)amino)-3-formyl-7-methyl-13-oxa-2-thiabicyclo[7.3.1]tridec-5-ene-10,11,12-triyl tribenzoate